C(C)OC(CC1=CC(=CC=C1)C=1C(NC2=CC(=C(C=C2C1)C=1C=CC2=C(SC=C2)C1)Cl)=O)=O 2-(3-(6-(benzo[b]thiophen-6-yl)-7-chloro-2-oxo-1,2-dihydroquinolin-3-yl)phenyl)acetic acid ethyl ester